C1(CCCCC1)CN1CCC(CC1)C=1NC(NN1)=O 5-(1-(cyclohexylmethyl)piperidin-4-yl)-2,4-dihydro-3H-1,2,4-triazol-3-one